ethyl 2-methyl-4-(1-methyl-1H-imidazol-2-yl)quinoline-6-carboxylate CC1=NC2=CC=C(C=C2C(=C1)C=1N(C=CN1)C)C(=O)OCC